9-(4-acryloylpiperazin-1-yl)-3-(2-chloro-6-fluorophenyl)-10-fluorophenanthridin-6(5H)-one C(C=C)(=O)N1CCN(CC1)C1=CC=C2C(NC=3C=C(C=CC3C2=C1F)C1=C(C=CC=C1F)Cl)=O